NC1=NC=CC=C1C1=NC=2C(=NC(=CC2)C2=CC=CC=C2)N1C1=CC=C(CN2CC3(CC2)CN(CCC3)C3=NC(=NC=N3)C#N)C=C1 4-(2-(4-(2-(2-Aminopyridin-3-yl)-5-phenyl-3H-imidazo[4,5-b]pyridin-3-yl)benzyl)-2,7-diazaspiro[4.5]decan-7-yl)-1,3,5-triazine-2-carbonitrile